CC(C(=O)N1N=CC2=CC3=C(C=C12)C(=C(N3C3=CC=C(C=C3)F)C(CC#N)(C)C)I)(C)C 3-[1-(2,2-dimethylpropanoyl)-5-(4-fluorophenyl)-7-iodo-pyrrolo[2,3-f]indazol-6-yl]-3-methyl-butanenitrile